N1(CCNCC1)CC1=CC=C(C=C1)C1=CC=C2C(=CC=NC2=C1)NC=1C=CC2=C(N=CS2)C1 N-(7-(4-(piperazin-1-ylmethyl)phenyl)quinolin-4-yl)benzo[d]thiazol-5-amine